N-(2-ethoxyethyl)-N-[2-(2-methoxyethoxy)ethyl]-N,N-dimethyl-ammonium bicarbonate C([O-])(O)=O.C(C)OCC[N+](C)(C)CCOCCOC